(1,4-dioxaspiro[4.5]decan-8-yl)methanol methyl-3-((4,4-difluorotetrahydrofuran-3-yl)amino)-4-nitrobenzoate CC1=C(C(=O)OCC2CCC3(OCCO3)CC2)C=CC(=C1NC1COCC1(F)F)[N+](=O)[O-]